tert-butyl 3-(aminomethyl)-4-{[{(1R)-1-[1-benzyl-4-(2,5-difluorophenyl)-1H-imidazol-2-yl]-2,2-dimethylpropyl}(glycoloyl)amino]methyl}pyrrolidine-1-carboxylate NCC1CN(CC1CN(C(CO)=O)[C@H](C(C)(C)C)C=1N(C=C(N1)C1=C(C=CC(=C1)F)F)CC1=CC=CC=C1)C(=O)OC(C)(C)C